C1(CCC1)OC1=CC(N(C=C1C=1C=NN(C1)C(C)C1=CC=CC=C1)C)=O 4-cyclobutoxy-1-methyl-5-(1-(1-phenylethyl)-1H-pyrazol-4-yl)pyridin-2(1H)-one